2-hydroxy-methyl-1-hydroxy-salicylate OC1(C(C(=O)[O-])(C=CC=C1)O)OC